bis-hydroxypropyl ethyl ether C(C)OCCC(O)O